methyl 6-(benzyloxy)-10-(4-chlorophenyl)-8-fluoro-[1,2,4]triazolo[5,1-a]isoquinoline-5-carboxylate C(C1=CC=CC=C1)OC1=C(N2C(C3=C(C=C(C=C13)F)C1=CC=C(C=C1)Cl)=NC=N2)C(=O)OC